3-oxaspiro[5.5]undecan C1COCCC12CCCCC2